(3-methacryloxy-2-hydroxypropoxy)propyl-tris(trimethylsiloxy)silane tert-butyl-N-(4-carbamoyl-1-[[2-fluoro-3-(4-hydroxybut-1-yn-1-yl)phenyl](methyl)amino]butan-2-yl)carbamate C(C)(C)(C)OC(NC(CN(C)C1=C(C(=CC=C1)C#CCCO)F)CCC(N)=O)=O.C(C(=C)C)(=O)OCC(COCCC[Si](O[Si](C)(C)C)(O[Si](C)(C)C)O[Si](C)(C)C)O